C(C)(C)(C)OC(=O)NC1=NC=C(C(=O)[O-])C(=C1)OC(C)C 6-((tert-Butoxycarbonyl) amino)-4-isopropoxynicotinate